tert-Butyl-4-[[2-[4-(1-cyano-1-methyl-ethyl)-2-fluoro-5-hydroxy-phenyl]acetyl]amino]pyridine-2-carboxamide C(C)(C)(C)C=1C(=NC=CC1NC(CC1=C(C=C(C(=C1)O)C(C)(C)C#N)F)=O)C(=O)N